BrC1=CC(=C(N)C=C1C(C)C)F 4-bromo-2-fluoro-5-isopropylaniline